C=CC(C)=C isoprene